ClC1=C(C=CC(=C1)F)S(=O)(C)=NC1=C(N=C2N1C=CC(=C2)C2=NOC(=N2)C(F)(F)Cl)C (2-chloro-4-fluorophenyl)((7-(5-(chlorodifluoromethyl)-1,2,4-oxadiazol-3-yl)-2-methylimidazo[1,2-a]pyridin-3-yl)imino)(methyl)-λ6-sulfanone